O[C@H](COC=1C=C(C=CC1)S(=O)(=O)NC)CN[C@H]1COC2(C1)CCN(CC2)S(=O)(=O)C=2C=C1C(=NC2)N=C(N1)C 3-((S)-2-hydroxy-3-((R)-8-(2-methyl-1H-imidazo[4,5-b]pyridin-6-ylsulfonyl)-1-oxa-8-azaspiro[4.5]decan-3-ylamino)propoxy)-N-methylbenzenesulfonamide